1-(pyridin-2-yl)ethanamine N1=C(C=CC=C1)C(C)N